C1(CC1)C1=CC(=CC=2N(C(=NC21)C2=C(C=C(C=C2)[C@@H]2[C@@H](C2)C(=O)N)F)C)C(=O)N2[C@@H](C1=CC=CC=C1CC2)C Cis-2-(4-{4-cyclopropyl-1-methyl-6-[(1R)-1-methyl-1,2,3,4-tetrahydroisoquinoline-2-carbonyl]-1H-1,3-benzodiazol-2-yl}-3-fluorophenyl)cyclopropane-1-carboxamide